C(C)OC(CCC1C(C1)C1=C(C=C(C=C1F)Br)F)=O 3-[2-(4-bromo-2,6-difluoro-phenyl)-cyclopropyl]-propionic acid ethyl ester